N[C@@H](CNC1=NC(=C2C(=N1)N(N=C2)C)NC2=CC=C(C=C2)C(F)(F)F)C2=CC=CC=C2 6-N-[(2R)-2-amino-2-phenylethyl]-1-methyl-4-N-[4-(trifluoromethyl)phenyl]pyrazolo[3,4-d]pyrimidine-4,6-diamine